5-hydroxy-1-pentene OCCCC=C